1,3,5-tris(3',5'-dit-butyl-4'-hydroxybenzyl)s-triazine-2,4,6(1H,3H,5H)trione C(C)(C)(C)C=1C=C(CN2C(N(C(N(C2=O)CC2=CC(=C(C(=C2)C(C)(C)C)O)C(C)(C)C)=O)CC2=CC(=C(C(=C2)C(C)(C)C)O)C(C)(C)C)=O)C=C(C1O)C(C)(C)C